2-(((2S,3S)-1-(tert-butoxycarbonyl)-2-((tosyloxy)methyl)pyrrolidin-3-yl)methoxy)-3-methylbutanoic acid C(C)(C)(C)OC(=O)N1[C@@H]([C@H](CC1)COC(C(=O)O)C(C)C)COS(=O)(=O)C1=CC=C(C)C=C1